2-(6-isopropoxynicotinamido)benzo[d]thiazole-6-carboxylic acid C(C)(C)OC1=NC=C(C(=O)NC=2SC3=C(N2)C=CC(=C3)C(=O)O)C=C1